C(C)(=O)OCC E-ethyl acetate